(3S)-3-(4-chlorophenyl)-3-[(1R)-1-(4-chlorophenyl)-7-fluoro-5-(2-hydroxypropan-2-yl)-3-oxo-1-[(3S)-oxocyclopent-3-yloxy]-2,3-dihydro-1H-isoindol-2-yl]propanoic acid ClC1=CC=C(C=C1)[C@H](CC(=O)O)N1[C@@](C2=C(C=C(C=C2C1=O)C(C)(C)O)F)(O[C@@H]1CC(CC1)=O)C1=CC=C(C=C1)Cl